(5S,7S)-5-(2-chlorophenyl)-2-(cyclopropylsulfonyl)-7-fluoro-6,7-dihydro-5H-pyrrolo[1,2-b][1,2,4]triazole ClC1=C(C=CC=C1)[C@@H]1C[C@@H](C=2N1N=C(N2)S(=O)(=O)C2CC2)F